SCCNC(CP(O)(O)=O)=N 2-((2-mercaptoethyl)amino)-2-iminoethylphosphonic acid